1-(7-methoxy-1-methyl-9H-pyrido[3,4-b]indol-9-yl)-N,N-dimethylpropan-2-amine COC1=CC=C2C3=C(N(C2=C1)CC(C)N(C)C)C(=NC=C3)C